Br[C@@H](C(=O)NC1=NC=C(C=C1)OCC1CC1)C (R)-2-bromo-N-(5-(cyclopropylmethoxy)pyridin-2-yl)propanamide